(4S)-2-[(1-acetylpiperidin-4-yl)methyl]-4-methyl-N-{[(2S)-oxolane-2-yl]methyl}-8-(trifluoromethyl)-4,5-dihydro-2H-furo[2,3-g]indazole-7-carboxamide C(C)(=O)N1CCC(CC1)CN1N=C2C3=C(C[C@@H](C2=C1)C)OC(=C3C(F)(F)F)C(=O)NC[C@H]3OCCC3